FC1=C(C=C(C=C1)F)C(CC#CC#CC=1C=C(NC1)C1=NNC=C1)C=1C(N(C=CC1)C)=O 4-(6-(2,5-Difluorophenyl)-6-(1-methyl-2-oxo-1,2-dihydropyridin-3-yl)hexa-1,3-Diyn-1-yl)-2-(1H-pyrazol-3-yl)-1H-pyrrole